6-(2-(diethylamino)ethoxy)quinoxalin C(C)N(CCOC=1C=C2N=CC=NC2=CC1)CC